7-(6-(methyl(2,2,6,6-tetramethyl-piperidin-4-yl)amino)-pyridazin-3-yl)-3-phenylisoquinolin-6-ol CN(C1=CC=C(N=N1)C1=C(C=C2C=C(N=CC2=C1)C1=CC=CC=C1)O)C1CC(NC(C1)(C)C)(C)C